NC1=NC=CC(=C1)C1=C(NC2=C(C=CC=C12)[C@H](C)N1C(OC2(CC(C2)CN)C1)=O)C(=O)O 3-(2-Aminopyridin-4-yl)-7-[(1S)-1-[(2r,4r)-2-(aminomethyl)-6-oxo-5-oxa-7-azaspiro[3.4]octan-7-yl]ethyl]-1H-indole-2-carboxylic acid